S(=O)(=O)(ON1[C@@H]2CC[C@H](N(C1=O)C2)C(NS(=O)(=O)C=2SC=CC2)=N)O (2S,5R)-7-oxo-2-(N-(thiophen-2-ylsulfonyl) carbamimidoyl)-1,6-diazabicyclo[3.2.1]octan-6-yl hydrogen sulfate